FC=1C=2C(C3=NN=C(C=4C(=CC(=C(C(CCC=CC(=CC1)C2)OC)N4)C(F)(F)F)NC(OC(C)(C)C)=O)O3)(C(F)(F)F)O tert-Butyl N-[8-fluoro-6-hydroxy-16-methoxy-6,18-bis(trifluoromethyl)-23-oxa-3,4,21-triazatetracyclo[15.3.1.12,5.17,11]tricosa-1(21),2,4,7(22),8,10,12,17,19-nonaen-20-yl]carbamate